N-((3-((5-((3S,4S)-4-amino-3-methyl-2-oxa-8-azaspiro[4.5]decan-8-yl)pyrazin-2-yl)thio)-2-chloro-phenyl)carbamoyl)tetrahydro-2H-pyran-4-sulfonamide N[C@@H]1[C@@H](OCC12CCN(CC2)C=2N=CC(=NC2)SC=2C(=C(C=CC2)NC(=O)NS(=O)(=O)C2CCOCC2)Cl)C